chloro-2-(methoxymethyl)pyrido[3,2-d]pyrimidin-4-amine ClC=1C=CC=2N=C(N=C(C2N1)N)COC